FC=1C(=NC=NC1)N1CCC(CC1)CN1N=C(C=CC1=O)N1N=CN=C1 2-[[1-(5-fluoropyrimidin-4-yl)piperidin-4-yl]methyl]-6-(1,2,4-triazol-1-yl)pyridazin-3-one